tert-butyl (2S,5R)-5-methyl-2-[4-(1-tetrahydropyran-2-ylpyrazol-4-yl)phenyl]piperidine-1-carboxylate C[C@@H]1CC[C@H](N(C1)C(=O)OC(C)(C)C)C1=CC=C(C=C1)C=1C=NN(C1)C1OCCCC1